FC=1C=C(NC2=CC=C(C(=N2)C(=O)NC2C(CC2)(C)C)OCC)C=C(C1)F 6-(3,5-difluoroanilino)-N-(2,2-dimethylcyclobutyl)-3-ethoxy-pyridine-2-carboxamide